3-decyl-tetradecylthiophene C(CCCCCCCCC)C(CCC=1SC=CC1)CCCCCCCCCCC